3-Hydroxypyridin OC=1C=NC=CC1